NC1=NC2=NC=C(N=C2C(=N1)N)CN(C1=CC=C(C(=O)N[C@H](C(=O)O)CCC(=O)O)C=C1)C (2S)-2-[(4-{[(2,4-diaminopteridin-6-yl)methyl](methyl)amino}benzoyl)amino]pentanedioic acid